2-(2-(1-(4-(5-(2,3-difluoro-4-methoxyphenyl)-1-methyl-1H-imidazole-2-carboxamido)-2-ethylbenzoyl)piperidine-4-carboxamido)ethoxy)-N,N,N-trimethylethan-1-aminium iodide [I-].FC1=C(C=CC(=C1F)OC)C1=CN=C(N1C)C(=O)NC1=CC(=C(C(=O)N2CCC(CC2)C(=O)NCCOCC[N+](C)(C)C)C=C1)CC